ClC=1C=C(C=CC1Cl)C#CC1(CC1)NC(OC(C)(C)C)=O tert-butyl (1-((3,4-dichlorophenyl)ethynyl) cyclopropyl)carbamate